N1=C(C=CC2=CC=CN=C12)/C=C/CN1SC=C(C1=O)CCC1=NC2=NC=CC=C2C=C1 2-[(E)-3-naphthyridin-2-yl-prop-2-enyl]-4-(2-naphthyridin-2-ylethyl)-2H-isothiazol-3-one